6-[4-[(2-propylsulfanylpyrimidin-5-yl)methyl]piperazin-1-yl]-7H-purine C(CC)SC1=NC=C(C=N1)CN1CCN(CC1)C1=C2NC=NC2=NC=N1